C1(=CC=C(C=C1)N(C1=CC=C(C=C1)C1=CC=C(C=C1)C1=CC=C(C=C1)Cl)C1=CC=C(C=C1)C1=CC=CC=C1)C1=CC=CC=C1 N,N-bis([1,1'-biphenyl]-4-yl)-4''-chloro-[1,1':4',1''-terphenyl]-4-amine